2-(4-chlorophenyl)-3-AMINO-1-propanesulfonate ClC1=CC=C(C=C1)C(CS(=O)(=O)[O-])CN